N1=CN=C(C2=C1COC2)N 5,7-dihydrofuro[3,4-d]pyrimidin-4-amine